C(C(C)(C)C)OCCNCCCN1CCCC1 N-(2-(neo-pentoxy)ethyl)-3-(pyrrolidinyl)propan-1-amine